CC1(CC(C1)N1N=CC(=C1)B1OC(C(O1)(C)C)(C)C)O (1s,3s)-1-methyl-3-(4-(4,4,5,5-tetramethyl-1,3,2-dioxaborolan-2-yl)-1H-pyrazol-1-yl)cyclobutan-1-ol